N1N=[NH+]C2=NC=CC=C21 3-triazolo[4,5-b]pyridinium